NCC[Si](OC)(OC)OC 2-Aminoethyl-trimethoxysilane